ethyl 1-(2-((4-(N,N-dimethyl sulfamoyl)phenyl)sulfonamido)-6-fluorophenyl)piperidine-4-carboxylate CN(S(=O)(=O)C1=CC=C(C=C1)S(=O)(=O)NC1=C(C(=CC=C1)F)N1CCC(CC1)C(=O)OCC)C